CC(CC)(C=1OCCCN1)C 2-(dimethylpropyl)-4,5-dihydro-1,3-oxazine